N-(2-(2-(cyclopropanesulfonamido)thiazol-4-yl)propan-2-yl)-2-fluoro-4-(5-fluoropyridin-3-yl)benzamide C1(CC1)S(=O)(=O)NC=1SC=C(N1)C(C)(C)NC(C1=C(C=C(C=C1)C=1C=NC=C(C1)F)F)=O